2-(7-((2S,5R)-2,5-diethyl-4-(1-(4-fluorobenzo[d]thiazol-6-yl)ethyl)piperazin-1-yl)-4-methyl-5-oxo-4,5-dihydro-2H-pyrazolo[4,3-b]pyridin-2-yl)acetonitrile C(C)[C@@H]1N(C[C@H](N(C1)C(C)C1=CC2=C(N=CS2)C(=C1)F)CC)C=1C=2C(N(C(C1)=O)C)=CN(N2)CC#N